C(C=1C(C(=O)O)=CC=CC1)(=O)[O-].[Na+] Mononatrium phthalat